[Si](C)(C)(C(C)(C)C)OCC(C)C1=C(N=NC=C1Cl)C(=C)OCC 4-{1-[(tert-butyldimethylsilyl)oxy]propan-2-yl}-5-chloro-3-(1-ethoxyvinyl)pyridazine